3-((4-((5-cyclopropyl-3-(2,6-dichlorophenyl)isoxazol-4-yl)methoxy)phenyl)ethynyl)benzoic acid C1(CC1)C1=C(C(=NO1)C1=C(C=CC=C1Cl)Cl)COC1=CC=C(C=C1)C#CC=1C=C(C(=O)O)C=CC1